N[C@H](C(=O)NC1=CC(=C(C=C1)C=1C(=[N+](C=CC1Cl)[O-])C)F)C1CCCCCC1 3-(4-((S)-2-amino-2-cycloheptylacetamido)-2-fluorophenyl)-4-chloro-2-methylpyridine 1-oxide